(S)-N-((S)-1-(6-(4-fluoro-1H-pyrazol-1-yl)pyridin-3-yl)ethyl)-2-methylpropane-2-sulfinamide FC=1C=NN(C1)C1=CC=C(C=N1)[C@H](C)N[S@@](=O)C(C)(C)C